1-(3-chloropyridin-2-yl)-3-{[5-(trifluoromethyl)-1H-tetrazol-1-yl]methyl}-1H-pyrazole-5-carbonyl chloride ClC=1C(=NC=CC1)N1N=C(C=C1C(=O)Cl)CN1N=NN=C1C(F)(F)F